4-methyl-N-(quinolin-8-yl)-2-vinylbenzamide CC1=CC(=C(C(=O)NC=2C=CC=C3C=CC=NC23)C=C1)C=C